C(C1=CC=C(C(=O)[O-])C=C1)(=O)[O-].[Cl-].[Zr+3] zirconium chloride terephthalate